C(#N)C1=CC(=CC=2N(C(=NC21)CN2CCC(CC2)C2=NC(=CC=C2)OCC2=C(C=C(C=C2)C#N)F)CCOC)C(=O)O 4-cyano-2-((4-(6-((4-cyano-2-fluorobenzyl)oxy)pyridin-2-yl)piperidin-1-yl)methyl)-1-(2-methoxyethyl)-1H-benzo[d]imidazole-6-carboxylic acid